N,N-dimethyllaurylamine CN(C)CCCCCCCCCCCC